N-[2-(1-Benzylpiperidin-4-yl)ethyl]-4-[4-(trifluoromethyl)phenyl]piperidine-1-carboxamide C(C1=CC=CC=C1)N1CCC(CC1)CCNC(=O)N1CCC(CC1)C1=CC=C(C=C1)C(F)(F)F